BrC1=NN(C=N1)C=1C=C(C(=NC1)C1=NC=2N(C=C1)N=C(C2)C(F)(F)F)S(=O)(=O)CC 5-(5-(3-bromo-1H-1,2,4-triazol-1-yl)-3-(ethylsulfonyl)pyridin-2-yl)-2-(trifluoromethyl)pyrazolo[1,5-a]pyrimidine